OC1=C(C(=CC(=C1)O)O)N=NC1=CC=C(C=C1)C(CC)=O 1-(4-((2,4,6-trihydroxyphenyl)diazenyl)phenyl)propan-1-one